CN([SiH]1C(=C(C(=C1)C)C)C)C N,N-dimethyltrimethylsilolamine